4-(4-methoxycarbonyl-2-methyl-phenyl)piperazine-1-carboxylic acid tert-butyl ester C(C)(C)(C)OC(=O)N1CCN(CC1)C1=C(C=C(C=C1)C(=O)OC)C